BrC=1CC2C(CCOC2=CC1)=O 6-Bromo-4-dihydrochromanone